tert-butyl (5-(6-bromo-7-fluoro-1-oxoisoquinolin-2(1H)-yl)-2-methylpentan-2-yl)carbamate BrC=1C=C2C=CN(C(C2=CC1F)=O)CCCC(C)(C)NC(OC(C)(C)C)=O